N1C=C(C2=CC=CC=C12)CC(CCCC)C1=C(N=C2N1CCN(C2)C2CCC(CC2)(C)O)C(=O)N (1-(1H-indol-3-yl)hexane-2-yl)-7-(4-hydroxy-4-methylcyclohexyl)-5,6,7,8-tetrahydroimidazo[1,2-a]pyrazine-2-carboxamide